N-(3,5-dichloroisonicotinyl)-O-(4-(5,6,7,8-tetrahydro-1,8-naphthyridin-2-yl)butyl)-L-homoserine ClC1=C(CN[C@@H](CCOCCCCC2=NC=3NCCCC3C=C2)C(=O)O)C(=CN=C1)Cl